3-Oxo-4-(trifluoromethyl)pyrrolidine-1-carboxylic acid tert-butyl ester C(C)(C)(C)OC(=O)N1CC(C(C1)C(F)(F)F)=O